N'-hydroxy-4-((4-hydroxybutyl)thio)-1,2,5-oxadiazole-3-carboximidamide ON=C(N)C1=NON=C1SCCCCO